(R)-6,6'-bis(3,4,5-trifluorophenyl)-1,1'-spirobiindane-7,7'-dimethanol FC=1C=C(C=C(C1F)F)C1=CC=C2CCC3(C2=C1CO)CCC1=CC=C(C(=C13)CO)C1=CC(=C(C(=C1)F)F)F